tert-butyl (5R)-5-amino-3-oxo-5-phenyl-pentanoate N[C@H](CC(CC(=O)OC(C)(C)C)=O)C1=CC=CC=C1